C(C)(C)[SiH](O[Si](C)(C)O[Si](C)(C)C)C(C)C diisopropyl-[(trimethylsiloxy)dimethyl-siloxy]silane